N8-((5,6-dichloro-1H-benzo[d]imidazol-2-yl)methyl)-3-(1-(difluoromethyl)-1H-pyrazol-4-yl)-N6-(1-methylpiperidin-4-yl)imidazo[1,2-b]pyridazine-6,8-diamine ClC1=CC2=C(NC(=N2)CNC=2C=3N(N=C(C2)NC2CCN(CC2)C)C(=CN3)C=3C=NN(C3)C(F)F)C=C1Cl